FC(C)(F)C=1C(=C(C=CC1)[C@@H](C)NC=1C=2C(N=C(N1)C)=CC(N(C2)C2(CC2)CF)=O)F (R)-4-((1-(3-(1,1-difluoroethyl)-2-fluorophenyl)ethyl)amino)-6-(1-(fluoromethyl)cyclopropyl)-2-methylpyrido[4,3-d]pyrimidin-7(6H)-one